tert-butyl N-[(3R)-5-[(4-chlorophenyl)methyl]-7-[[1-(3,3-difluorocyclobutyl)ethylcarbamoylamino]carbamoyl]-8-fluoro-1,1,4-trioxo-2,3-dihydro-1λ6,5-benzothiazepin-3-yl]carbamate ClC1=CC=C(C=C1)CN1C([C@H](CS(C2=C1C=C(C(=C2)F)C(NNC(NC(C)C2CC(C2)(F)F)=O)=O)(=O)=O)NC(OC(C)(C)C)=O)=O